C(C=C)C1=C(C(=O)O)C=CC=C1 2-allylbenzoic acid